ClC1=NC(=NC(=C1C)C1=C(C=CC=C1C)CC1CCCC1)N 4-chloro-6-[2-(cyclopentylmethyl)-6-methyl-phenyl]-5-methyl-pyrimidin-2-amine